bis(4-hydroxyphenyl)(4-propenyl-phenyl)methane OC1=CC=C(C=C1)C(C1=CC=C(C=C1)C=CC)C1=CC=C(C=C1)O